(5-chloropyridin-2-yl)methanol ClC=1C=CC(=NC1)CO